BrC=1C=C(C=C2N=C3C(=NC12)OCCC3=CC=3C=NN(C3)C)F 9-bromo-7-fluoro-4-((1-methyl-1H-pyrazol-4-yl)methylene)-3,4-dihydro-2H-pyrano[2,3-b]quinoxaline